CS(=O)(=O)O.C(C)=O ethan-1-one methanesulfonate salt